CC1(O[C@@H]2[C@H](O1)[C@@H](C(O2)(CO)CO)OCC2=CC1=CC=CC=C1C=C2)C ((3ar,6s,6ar)-2,2-dimethyl-6-(naphthalen-2-ylmethoxy)tetrahydrofurano[3,2-d][1,3]dioxolan-5,5-diyl)dimethanol